tert-butyl 2-[4-(2,6-dibenzyloxy-3-pyridyl)-2-fluoro-phenyl]-2,7-diazaspiro[3.5]nonane-7-carboxylate C(C1=CC=CC=C1)OC1=NC(=CC=C1C1=CC(=C(C=C1)N1CC2(C1)CCN(CC2)C(=O)OC(C)(C)C)F)OCC2=CC=CC=C2